SODIUM HEXAFLUOROPHOSPHATE F[P-](F)(F)(F)(F)F.[Na+]